3-[4-Amino-3-(3-chloro-4-{[(2,2,2-trifluoroethyl)amino]carbonyl}phenyl)-2-{4-[(2-fluoro-1-oxoprop-2-enyl)amino]phenyl}-1-methylpyrrolo[3,2-c]pyridin-7-yl]prop-2-ynoic acid NC1=NC=C(C2=C1C(=C(N2C)C2=CC=C(C=C2)NC(C(=C)F)=O)C2=CC(=C(C=C2)C(=O)NCC(F)(F)F)Cl)C#CC(=O)O